Racemic-ethyl 5-(2,4-difluorophenyl)-2-(fluoromethyl)-3,4-dihydro-2H-pyrano[2,3-b]pyridine-7-carboxylate FC1=C(C=CC(=C1)F)C1=C2C(=NC(=C1)C(=O)OCC)O[C@H](CC2)CF |r|